6-[2-(methyldioxo-λ6-sulfanyl)pyrimidin-5-yl]hex-5-ynoic acid CS(C1=NC=C(C=N1)C#CCCCC(=O)O)(=O)=O